6α-hydroxy-3α-hydroxycholane O[C@H]1C[C@H]2[C@@H]3CC[C@H]([C@@H](CCC)C)[C@]3(CC[C@@H]2[C@]2(CC[C@H](CC12)O)C)C